3-phenyl-1,4,2-dioxazol-5-one C1(=CC=CC=C1)C1=NOC(O1)=O